C(CCCCCC)N 1-Heptanamin